C(#N)C(NC(=O)[C@@H]1[C@H]2C([C@H]2CN1C([C@H](C(C)(C)C)NC(C(F)(F)F)=O)=O)(C)C)C=1C=CC2=C(NN=C2C1)C (1R,2S,5S)-N-[cyano-(3-methyl-2H-indazol-6-yl)methyl]-3-[(2S)-3,3-dimethyl-2-[(2,2,2-trifluoroacetyl)amino]butanoyl]-6,6-dimethyl-3-azabicyclo[3.1.0]hexane-2-carboxamide